C(C)(C)(C)OC(=O)NC1=CC=C(C=C1)C(CCCCCC(=O)O)=O 7-(4-((tert-butoxycarbonyl)amino)phenyl)-7-oxoheptanoic acid